ClC1=C(N)C=CC=C1C1=NC=NC=C1 2-chloro-3-(pyrimidin-4-yl)aniline